iron magnesium calcium aluminum [Al].[Ca].[Mg].[Fe]